3-(3-bromo-4-(methoxymethoxy)styryl)-1,1'-biphenyl BrC=1C=C(C=CC=2C=C(C=CC2)C2=CC=CC=C2)C=CC1OCOC